(E)-4-hydroxy-3,5-dimethoxybenzaldehyde oxime OC1=C(C=C(/C=N/O)C=C1OC)OC